1-(aminomethyl)cyclopropane-1-carboxylic acid ethyl ester C(C)OC(=O)C1(CC1)CN